C(#N)C1=C(CN2C3=C(C(=C(C2=O)O)C(=O)O)SC=C3)C=CC=C1 4-(2-cyanobenzyl)-6-hydroxy-5-oxo-4,5-dihydrothieno[3,2-b]pyridine-7-carboxylic acid